ClC1=C(C=CC(=C1)C)N(C=1C=C(C(=O)N2CCN(CC2)CC2=NC3=C(N2C[C@H]2OCC2)C=C(C=C3)C(=O)O)C=CC1F)C 2-[(4-{3-[(2-chloro-4-methylphenyl)(methyl)amino]-4-fluorobenzoyl}piperazin-1-yl)methyl]-1-{[(2S)-oxetan-2-yl]methyl}-1H-1,3-benzodiazole-6-carboxylic acid